C(C)(C)(C)C1=NC(=C(C=C1C)B1OC(C(O1)(C)C)(C)C)C 2-tert-butyl-3,6-dimethyl-5-(4,4,5,5-tetramethyl-1,3,2-dioxaborolan-2-yl)pyridine